Sodium (S)-(3-((((4-((3-chloro-4-fluorophenyl)carbamoyl)-7-fluoro-2,3-dihydro-1H-inden-1-yl)carbamoyl)oxy)methyl)-1H-pyrazol-1-yl)methyl phosphate P(=O)(OCN1N=C(C=C1)COC(N[C@H]1CCC2=C(C=CC(=C12)F)C(NC1=CC(=C(C=C1)F)Cl)=O)=O)([O-])[O-].[Na+].[Na+]